COCCCCO 2-(2-methoxyethyl)ethanol